(3S,4S)-1-(3-chlorophenyl-ethyl)-4-methoxy-3-((4-(methylsulfonyl)phenoxy)methyl)piperidine ClC=1C=C(C=CC1)CCN1C[C@H]([C@H](CC1)OC)COC1=CC=C(C=C1)S(=O)(=O)C